tert-Butyl (2S,4R)-2-(((tert-butyldiphenylsilyl)oxy)methyl)-4-cyanoazocane-1-carboxylate [Si](C1=CC=CC=C1)(C1=CC=CC=C1)(C(C)(C)C)OC[C@H]1N(CCCC[C@H](C1)C#N)C(=O)OC(C)(C)C